5-[2-fluoro-6-(prop-2-ylamino)pyridin-3-yl]-1-(oxetan-4-yl)-N-[(3S)-2-oxo-5-phenyl-1,3-dihydro-1,4-benzodiazepine-3-Yl]pyrazole-4-carboxamide FC1=NC(=CC=C1C1=C(C=NN1C1CCO1)C(=O)N[C@@H]1C(NC2=C(C(=N1)C1=CC=CC=C1)C=CC=C2)=O)NC(C)C